C(C)(=O)O[C@H]1[C@@H]([C@H]([C@H](O)O[C@@H]1COC(C)=O)NC(C(F)(F)F)=O)O 4,6-di-O-acetyl-2-deoxy-2-trifluoroacetylamino-beta-D-glucopyranose